ClC1=CC(=C(C(=C1)C)C1=CC=C(N=N1)N1[C@@H]2[C@H](OCC1)CCN(C2)C(C)=O)O 1-[(4aS,8aR)-4-[6-(4-chloro-2-hydroxy-6-methyl-phenyl)pyridazin-3-yl]-3,4a,5,7,8,8a-hexahydro-2H-pyrido[4,3-b][1,4]oxazin-6-yl]ethanone